FC1=C(C=CC=C1OC)C1=C(N(C(N(C1=O)C[C@@H](C1=CC=CC=C1)NC(C(=O)O)CC)=O)CC1=C(C=CC=C1C(F)(F)F)F)C ({(1R)-2-[5-(2-fluoro-3-methoxyphenyl)-3-{[2-fluoro-6-(trifluoromethyl)phenyl]methyl}-4-methyl-2,6-dioxo-3,6-dihydropyrimidin-1(2H)-yl]-1-phenylethyl}amino)butanoic acid